CC1=CN(C(=O)N=C1N)[C@H]2[C@H]([C@@H]([C@H](O2)CO)O)F 1-(2'-deoxy-2'-fluoro-β-D-arabinofuranosyl)-5-methyluracil